COC1=CC=C(C=C1)C(OC[C@@H](CN1C=2N=C(NC(C2N=C1)=O)NC(C(C)C)=O)O)(C1=CC=CC=C1)C1=CC=C(C=C1)OC N-[9-[(2R)-3-[bis(4-methoxyphenyl)-phenyl-methoxy]-2-hydroxy-propyl]-6-oxo-1H-purin-2-yl]-2-methyl-propionamide